benzo[d]thiazol tert-butyl-(2S,4R)-4-(2,3-dichloro-6-methoxyphenyl)-2-formylpyrrolidine-1-carboxylate C(C)(C)(C)[C@]1(N(C[C@H](C1)C1=C(C(=CC=C1OC)Cl)Cl)C(=O)O)C=O.S1C=NC2=C1C=CC=C2